1,6-bismaleimido-methyl-cyclohexane C1(C=CC(N1C1(CCCCC1N1C(C=CC1=O)=O)C)=O)=O